C(C)N1C(SC=C1)=N 3-ethylthiazol-2-imine